3-(difluoromethoxy)-5-fluoro-N-methoxy-N-methylbenzamide FC(OC=1C=C(C(=O)N(C)OC)C=C(C1)F)F